C(C)(C)(C)OC(=O)N1N=C(C=2C1=CN=C(C2)C2=C(C=CC=C2OC)F)N 3-amino-5-(2-fluoro-6-methoxyphenyl)-1H-pyrazolo[3,4-c]Pyridine-1-carboxylic acid tert-butyl ester